1-(1-Isopropyl-6-(2,9-diazaspiro[5.5]undecane-9-carbonyl)-1H-indol-4-yl)dihydropyrimidine-2,4(1H,3H)-dione hydrochloride Cl.C(C)(C)N1C=CC2=C(C=C(C=C12)C(=O)N1CCC2(CCCNC2)CC1)N1C(NC(CC1)=O)=O